Triethyl orthopropionate C(CC)(OCC)(OCC)OCC